1-benzyl-3-(pyridin-2-yl)propadiene C(C1=CC=CC=C1)C=C=CC1=NC=CC=C1